C(C)OC(=O)C=1C(=NC(=NC1)Cl)N[C@@H]1CN(C[C@H]1F)C(=O)OC(C)(C)C 4-(((3R,4R)-1-(tert-Butoxycarbonyl)-4-fluoropyrrolidin-3-yl)amino)-2-chloropyrimidine-5-carboxylic acid ethyl ester